Cl.COC(=O)C1(CCCC2=CC=CC=C12)NN 1-hydrazino-1,2,3,4-tetrahydronaphthalene-1-carboxylic acid methyl ester hydrochloride